3-isopropyl-1-methyl-N-[(1-methyl-1,2,4-triazol-3-yl)methyl]-6-(2-propoxy-3-pyridyl)pyrazolo[3,4-b]pyridin-4-amine C(C)(C)C1=NN(C=2N=C(C=C(C21)NCC2=NN(C=N2)C)C=2C(=NC=CC2)OCCC)C